4-[5-(1-hydroxy-1-methyl-ethyl)-2-[3-(4-piperidylmethyl)cyclobutoxy]phenyl]-6-methyl-1-(p-tolylsulfonyl)pyrrolo[2,3-c]pyridin-7-one OC(C)(C)C=1C=CC(=C(C1)C=1C2=C(C(N(C1)C)=O)N(C=C2)S(=O)(=O)C2=CC=C(C=C2)C)OC2CC(C2)CC2CCNCC2